FC(C=1C=C(C=C(C1)C(F)(F)F)C1=NN(C=N1)/C=C(/C(=O)O)\C=1C=NC=CC1)(F)F (E)-3-(3-(3,5-bis(trifluoromethyl)phenyl)-1H-1,2,4-triazol-1-yl)-2-(pyridin-3-yl)acrylic acid